1-pentyl-3-methylimidazole hexafluorophosphate salt F[P-](F)(F)(F)(F)F.C(CCCC)N1CN(C=C1)C